triethanolamine diacetate C(C)(=O)O.C(C)(=O)O.N(CCO)(CCO)CCO